COC=1C=C(C(=C(C1)OC)C1=C(C=CC=C1)C)C=O 4,6-dimethoxy-2'-methyl-[1,1'-biphenyl]-2-formaldehyde